C(C)C=1C=C(C=C(C1N1C(C=CC1=O)=O)CC)C(=O)C1=CC(=C(C(=C1)CC)N1C(C=CC1=O)=O)CC bis(3,5-diethyl-4-maleimidophenyl)methaneOne